4-(3-(imidazo[1,2-a]pyridin-3-yl)piperidin-1-yl)-6-methylpyrimidin-2-amine N=1C=C(N2C1C=CC=C2)C2CN(CCC2)C2=NC(=NC(=C2)C)N